3-((5-cyanopyridin-3-yl)(hydroxy)(4-(pentafluoro-λ6-sulfaneyl)phenyl)methyl)-3-methylazetidine-1-carboxylic acid tert-butyl ester C(C)(C)(C)OC(=O)N1CC(C1)(C)C(C1=CC=C(C=C1)S(F)(F)(F)(F)F)(O)C=1C=NC=C(C1)C#N